5-[[3-cyclopropyl-1-fluoro-5-[(2-fluoro-2-methyl-propyl)sulfamoyl]-7,8-dihydro-6H-cyclopenta[g]isoquinolin-7-yl]amino]pyridine-2-carboxamide C1(CC1)C=1N=C(C2=CC3=C(C(=C2C1)S(NCC(C)(C)F)(=O)=O)CC(C3)NC=3C=CC(=NC3)C(=O)N)F